(2S)-2-ethynyl-2'-(trifluoromethyl)-4',5'-dihydrospiro[piperidine-4,7'-thieno[2,3-C]pyran] C(#C)[C@H]1NCCC2(OCCC3=C2SC(=C3)C(F)(F)F)C1